CC\C=C/CCC cis-3-Hepten